3-(4-chloro-2-methylphenoxy)-N-(3-sulfamoylphenyl)quinoxaline-2-carboxamide ClC1=CC(=C(OC=2C(=NC3=CC=CC=C3N2)C(=O)NC2=CC(=CC=C2)S(N)(=O)=O)C=C1)C